methyl 4-(2-(tert-butoxycarbonyl)-1-methylhydrazine-1-carbonyl)-1-(1-(difluoromethyl)cyclopropyl)-6-oxo-1,6-dihydropyridine-3-carboxylate C(C)(C)(C)OC(=O)NN(C(=O)C=1C(=CN(C(C1)=O)C1(CC1)C(F)F)C(=O)OC)C